ClC1=CC(N(C=C1)CCl)=O 4-chloro-1-(chloromethyl)pyridin-2-one